7-(2,6-difluoro-3,5-dimethoxyphenyl)-3-{[2-(trimethylsilyl)ethoxy]methyl}-3,6,7,9-tetrahydro-8H-pyrrolo[2,3-c]-2,7-naphthyridin-8-one FC1=C(C(=C(C=C1OC)OC)F)N1C(CC=2C3=C(N=CC2C1)N(C=C3)COCC[Si](C)(C)C)=O